(R)-N-(2-(1-(6-ethoxy-5-methoxypyridin-2-yl)-2-(methylsulfonyl)ethyl)-7-fluoro-1,3-dioxoisoindolin-4-yl)-3-methylbutanamide C(C)OC1=C(C=CC(=N1)[C@H](CS(=O)(=O)C)N1C(C2=C(C=CC(=C2C1=O)NC(CC(C)C)=O)F)=O)OC